C1(CCC1)CN(C(=O)C1CC(CCC1)NC(=O)C=1C=C(C=NC1OC)C1=CC=C2C(=NNC2=C1)C(=O)NC)CC 6-[5-({3-[(cyclobutylmethyl)(ethyl)carbamoyl]cyclohexyl}carbamoyl)-6-methoxypyridin-3-yl]-N-methyl-1H-indazole-3-carboxamide